FC=1C=NC(=NC1)C=1C(=C(C=CC1)NC1=CC(=NC=C1C(=O)NC)NCC1=CC=C(C=C1)OC)OC 4-((3-(5-fluoropyrimidin-2-yl)-2-methoxyphenyl)amino)-6-((4-methoxybenzyl)amino)-N-methylnicotinamide